{(1R)-1-(4-bromophenyl)-2-[methyl(2-nitrobenzene-1-sulfonyl)amino]ethyl}tert-butylcarbamate BrC1=CC=C(C=C1)[C@H](CN(S(=O)(=O)C1=C(C=CC=C1)[N+](=O)[O-])C)OC(NC(C)(C)C)=O